CC1=C(OC2=C1C=C(C=C2)S(N(CCC2=CC=CC=C2)C2=C(C=CC=C2)N2CCN(CC2)C(C2=CC=C(C=C2)C)=O)(=O)=O)C(=O)O 3-methyl-5-(N-(2-(4-(4-methylbenzoyl)piperazin-1-yl)phenyl)-N-phenethyl-sulfamoyl)benzofuran-2-carboxylic acid